1-(t-butoxycarbonyl)-5,5-difluoropiperidine-3-carboxylic acid C(C)(C)(C)OC(=O)N1CC(CC(C1)(F)F)C(=O)O